FC(C(=O)O)(F)F.N1CCC(=CC1)C1=C(SC=C1)C#N (1,2,3,6-tetrahydropyridin-4-yl)-thiophene-2-carbonitrile trifluoroacetate